N-[(3-fluorophenyl)methyl]-6-methyl-4-[(1-methylcyclopropyl)amino]furo[2,3-d]pyrimidine-5-carboxamide FC=1C=C(C=CC1)CNC(=O)C1=C(OC=2N=CN=C(C21)NC2(CC2)C)C